Ferrocenyl-methanol [C-]1(C=CC=C1)CO.[CH-]1C=CC=C1.[Fe+2]